C([C@H](O)C)#N (R)-(-)-lactonitrile